1-[[2-[3-(trifluoromethyl)phenyl]-1H-pyrrolo[2,3-c]pyridin-5-yl]methyl]cyclopropanecarboxylic acid FC(C=1C=C(C=CC1)C1=CC=2C(=CN=C(C2)CC2(CC2)C(=O)O)N1)(F)F